3-(1-(3-fluoro-5-nitrophenyl)-3-methylcyclobutyl)-4-methyl-4H-1,2,4-triazole FC=1C=C(C=C(C1)[N+](=O)[O-])C1(CC(C1)C)C1=NN=CN1C